(R)-2-Hydroxy-N-methyl-3-(((S)-1-(2-(trifluoromethyl)pyrimidin-5-yl)ethyl)amino)propanamide O[C@@H](C(=O)NC)CN[C@@H](C)C=1C=NC(=NC1)C(F)(F)F